FC(C1=C(C=CC=C1)F)F 4-(difluoromethyl)-3-fluorobenzene